(1S,3R)-3-amino-N-[5-chloro-4-(7-fluoro-3-isopropyl-2-methyl-indazol-5-yl)-2-pyridyl]cyclohexanecarboxamide N[C@H]1C[C@H](CCC1)C(=O)NC1=NC=C(C(=C1)C1=CC2=C(N(N=C2C(=C1)F)C)C(C)C)Cl